6-Hydrazinopyridin N(N)C1=CC=CC=N1